(1S,5R)-4-(2,5-dimethoxystyryl)-6,6-dimethylbicyclo[3.1.1]hept-3-en-2-one COC1=C(C=CC2=CC([C@@H]3C([C@H]2C3)(C)C)=O)C=C(C=C1)OC